ClC1=NC(=CC(=C1)C1=NC(=CC(=N1)N=S(=O)(C)C)N1[C@@H](COCC1)C)NCC1=CC=C(C=C1)OC (R)-((2-(2-chloro-6-((4-methoxybenzyl)amino)pyridin-4-yl)-6-(3-methylmorpholino)pyrimidin-4-yl)imino)dimethyl-λ6-sulfanone